((1S)-1-cyclohexyl-2-((2-isopropyl-2-(6-oxo-5,7-diazaspiro[2.5]oct-5-yl)-2,3-dihydro-1H-inden-5-yl)amino)-2-oxoethyl)-1-methyl-1H-pyrazole-5-carboxamide C1(CCCCC1)[C@H](C(=O)NC=1C=C2CC(CC2=CC1)(N1CC2(CC2)CNC1=O)C(C)C)C1=NN(C(=C1)C(=O)N)C